N-((2-(3-(1-acetylpiperidin-4-yl)-5'-fluoro-1'-methyl-1H,1'H-[4,6'-biindazol]-1-yl)acetyl)glycyl)-N-methylglycine C(C)(=O)N1CCC(CC1)C1=NN(C=2C=CC=C(C12)C1=C(C=C2C=NN(C2=C1)C)F)CC(=O)NCC(=O)N(CC(=O)O)C